(S)-4-(hydroxymethyl)-1-methylimidazolidin-2-one OC[C@H]1NC(N(C1)C)=O